(E)-3-(3-cyano-5-fluoro-1H-indazol-6-yl)-N-(6-methoxy-2,4-dimethylpyridin-3-yl)acrylamide C(#N)C1=NNC2=CC(=C(C=C12)F)/C=C/C(=O)NC=1C(=NC(=CC1C)OC)C